CC(C)C1=CC=CC=C1S(=O)(=O)[O-].[NH4+] ammonium cumenesulphonate